N-(6-((3-aminopropoxy)methyl)-4-methoxybenzo[d]isoxazol-3-yl)-5-ethyl-2-methoxybenzenesulfonamide hydrochloride Cl.NCCCOCC1=CC2=C(C(=NO2)NS(=O)(=O)C2=C(C=CC(=C2)CC)OC)C(=C1)OC